4-(2-(4-Cyanobenzofuran-7-yl)-2-methylbenzo[d][1,3]dioxolan-4-yl)piperidine C(#N)C1=CC=C(C2=C1C=CO2)C2(OC1=C(O2)C=CC=C1C1CCNCC1)C